OC1=C(C(=O)C2=CC=CC=C2)C=CC(=C1)OCCOC(C=C)=O 2-hydroxy-4-(acryloxyethoxy)benzophenone